hydroxyethyl-trimethyl-ammonium acetate C(C)(=O)[O-].OCC[N+](C)(C)C